C1[C@H]([C@@H]([C@H]([C@@H]([C@H]1N)O[C@@H]2[C@@H](C[C@@H]([C@H](O2)CO)O)N)O[C@H]3[C@@H]([C@@H]([C@H](O3)CO)O[C@@H]4[C@@H]([C@H]([C@@H]([C@@H](O4)CN)O[C@@H]5[C@H]([C@H]([C@@H]([C@H](O5)CO)O)O)O)O)N)O)O)N The molecule is a member of the class of lividomycins that is lividomycin B in which position 4 of the diamino-L-idopyranosyl moiety has been converted into its alpha-D-mannopyranoside. It has a role as a metabolite. It derives from a paromomycin and a lividomycin B.